Ethyl 2-(4-(3-((5-cyano-4-(4-fluorophenyl)thiazol-2-yl)(methyl-d3)amino)-2-ethyl-6-fluoropyrazolo[1,5-a]pyridin-5-yl)piperazin-1-yl)acetate C(#N)C1=C(N=C(S1)N(C=1C(=NN2C1C=C(C(=C2)F)N2CCN(CC2)CC(=O)OCC)CC)C([2H])([2H])[2H])C2=CC=C(C=C2)F